8-bromo-4H-chromen BrC=1C=CC=C2CC=COC12